CC1(N(CC(C1)CCCN(C1=NC=C(C=C1)S(N)(=O)=O)C)C(=O)OC(C)(C)C)C tert-Butyl 2,2-dimethyl-4-[3-[methyl-(5-sulfamoyl-2-pyridyl)amino]propyl]pyrrolidine-1-carboxylate